C(C)(C)(C)OC(=O)N1C(CCCC1)OC=1C=C2C(N(C(C2=CC1)=O)C1C(NC(CC1)=O)=O)=O ((2-(2,6-Dioxopiperidin-3-yl)-1,3-Dioxoisoindolin-5-yl)oxy)piperidine-1-carboxylic acid tert-butyl ester